NC1=CC(=C(C(=O)NC([2H])([2H])[2H])C=C1)F 4-amino-2-fluoro-N-trideuteromethylbenzamide